NCC(=O)N[C@H](C(=O)OC)C(C)C Methyl (2S)-2-[(2-aminoacetyl) amino]-3-methyl-butyrate